C1(=CC=CC2=CC=CC=C12)NC(=O)C1=C(C(=O)O)C=CC=C1 N-(1-naphthyl)o-carbamoylbenzoic acid